FC1=C(C=C(C=C1)S(=O)(=O)N(C)CC1=CC=C(C=C1)OC)C=1N=C2O[C@@H](CN2C1)C (R)-4-fluoro-N-(4-methoxybenzyl)-N-methyl-3-(2-methyl-2,3-dihydroimidazolo[2,1-b]Oxazol-6-yl)benzenesulfonamide